tetrakis(trifluorophosphine) platinum(0) [Pt].FP(F)F.FP(F)F.FP(F)F.FP(F)F